3-(2-Aminoethoxy)-N,N-dibenzyl-2-fluoropropan-1-amine NCCOCC(CN(CC1=CC=CC=C1)CC1=CC=CC=C1)F